1-[(1R,2R)-2-ethoxycyclopentyl]-N-{[3-(4-{[(3S,4R)-3-fluoro-1-methylpiperidin-4-yl]amino}-1-(2,2,2-trifluoroethyl)-1H-indol-2-yl)-1,2,4-oxadiazol-5-yl]methyl}-1H-pyrazole-4-carboxamide C(C)O[C@H]1[C@@H](CCC1)N1N=CC(=C1)C(=O)NCC1=NC(=NO1)C=1N(C2=CC=CC(=C2C1)N[C@H]1[C@H](CN(CC1)C)F)CC(F)(F)F